6-(5-methoxypyridin-3-yl)-1,2-benzothiazole COC=1C=C(C=NC1)C1=CC2=C(C=NS2)C=C1